3-((2-((4-bromo-3-(((tert-butyldimethylsilyl)oxy)methyl)-5-fluorophenyl)amino)-5-chloropyrimidin-4-yl)amino)tetrahydro-2H-pyran-4-carbonitrile BrC1=C(C=C(C=C1F)NC1=NC=C(C(=N1)NC1COCCC1C#N)Cl)CO[Si](C)(C)C(C)(C)C